C(C1=CC=CC=C1)O[C@@H](C(=O)N1CCN(CC1)C(=O)O)[C@H]([C@@H]([C@@H](COCC1=CC=CC=C1)O)OCC1=CC=CC=C1)OCC1=CC=CC=C1 4-[(2R,3S,4R,5R)-2,3,4,6-tetrabenzyloxy-5-hydroxy-hexanoyl]Piperazine-1-carboxylic acid